(R,Z)-N-(1-(4-bromophenyl)-2-phenylethyl)-4-(trifluoromethyl)benzimidoyl cyanide BrC1=CC=C(C=C1)[C@@H](CC1=CC=CC=C1)\N=C(\C1=CC=C(C=C1)C(F)(F)F)/C#N